C(NC1=CC=CC=C1)NC1=CC=CC=C1 N,N'-methylenedianiline